((4-hydroxyphenyl) amino)-8-oxooctanoate OC1=CC=C(C=C1)NC(C(=O)[O-])CCCCCC=O